2-propyl-4,6-dihydroxybenzoic acid C(CC)C1=C(C(=O)O)C(=CC(=C1)O)O